N1CC(=CC1)C=1C(=CC(=C(C1)NC(=O)C1=CNC(C=C1C(F)(F)F)=O)N1C[C@@H](N([C@@H](C1)C)C)C)F N-(5-(2,5-dihydro-1H-pyrrol-3-yl)-4-fluoro-2-((3S,5R)-3,4,5-trimethylpiperazin-1-yl)phenyl)-6-oxo-4-(trifluoromethyl)-1,6-dihydropyridine-3-carboxamide